C(C)C(C(C)O)C(C)O 3-ethylpentane-2,4-diol